N,N'-dimethyl-trifluoroacetamide CN(C)C(=O)C(F)(F)F